6-PROPOXYPYRIDINE-3-BORONIC ACID C(CC)OC1=CC=C(C=N1)B(O)O